COC=1N=C2C(=CC=NC2=CC1OC)OC1=C(C=C(C=C1)NC(=O)C=1C(N(C(=CC1)C)C1=NC=C(C=C1)OCC)=O)F N-[4-[(6,7-dimethoxy-1,5-naphthyridin-4-yl)oxy]-3-fluorophenyl]-1-(5-ethoxy-pyridin-2-yl)-6-methyl-2-oxopyridine-3-carboxamide